(4-bromophenylsulfonyl)azetidine BrC1=CC=C(C=C1)S(=O)(=O)N1CCC1